2,5-dimethyl-2,5-di-(tert-butylperoxy)-3-hexene CC(C)(C=CC(C)(OOC(C)(C)C)C)OOC(C)(C)C